N1(N=CC=C1)C1=CC=C(C=C1)C1=C(C(=NN1)NC1=C(C=C(C=C1)NS(=O)(=O)C)C)F N-(4-((5-(4-(1H-pyrazol-1-yl)phenyl)-4-fluoro-1H-pyrazol-3-yl)amino)-3-methylphenyl)methansulfonamid